CC1=NC2=CC=CC=C2C(=C1)B(O)O 2-METHYLQUINOLIN-4-YLBORONIC ACID